tert-butyl (4-amino-3-chlorophenyl)carbamate NC1=C(C=C(C=C1)NC(OC(C)(C)C)=O)Cl